8-(2-chlorophenyl)-2-methyl-6-(4-methylpiperazin-1-yl)-9-tetrahydropyran-4-yl-purine ClC1=C(C=CC=C1)C=1N(C2=NC(=NC(=C2N1)N1CCN(CC1)C)C)C1CCOCC1